2,3-bis(3,4-dicarboxyphenyl)propane tert-butyl-N-(5-fluoro-1-oxo-pyridin-1-ium-3-yl)-N-methyl-carbamate C(C)(C)(C)OC(N(C)C=1C[N+](C=C(C1)F)=O)=O.C(=O)(O)C=1C=C(C=CC1C(=O)O)C(C)CC1=CC(=C(C=C1)C(=O)O)C(=O)O